ClC=1C=NN(C1CC1N(C(C2=CC=CC=C12)=O)CC1CC2(C1)OC(NC2)=O)CC 2-((1-((4-chloro-1-ethyl-1H-pyrazol-5-yl)methyl)-3-oxoisoindolin-2-yl)methyl)-5-oxa-7-azaspiro[3.4]octan-6-one